FC=1C=CC2=C(C=NC=3C(O2)C(C=C(C3)OC3=CC(=NC=C3)C=3C=NN(C3)C)=O)C1 2-fluoro-8-{[2-(1-methylpyrazol-4-yl)-4-pyridyl]oxy}-5H-benzo[b][1,4]benzoxazepin-6-one